4-(9,9-dimethyl-7-(piperazin-1-ylmethyl)-9,10-dihydroacridin-3-yl)morpholine CC1(C2=CC(=CC=C2NC=2C=C(C=CC12)N1CCOCC1)CN1CCNCC1)C